ClC=1C(=C(C=CC1)NC(=S)C1=C(CCNC1=O)NCC1=C(C=NC=C1)OC[C@H]1N(CC1)C(=O)OC(C)(C)C)OC Tert-Butyl (2S)-2-[({4-[({5-[(3-chloro-2-methoxyphenyl)carbamothioyl]-6-oxo-1,2,3,6-tetrahydropyridin-4-yl}amino)methyl]pyridin-3-yl}oxy)methyl]azetidine-1-carboxylate